3-(4-chlorophenyl)propanoate ClC1=CC=C(C=C1)CCC(=O)[O-]